ClC1=CC(=C(C=C1Cl)NC(=O)N1CC2=CNC(C=C2CC1)=O)F N-(4,5-Dichloro-2-fluorophenyl)-6-oxo-3,4,6,7-tetrahydro-2,7-naphthyridine-2(1H)-carboxamide